1-β-hydroxyethyloxy-2,4-diaminobenzene OCCOC1=C(C=C(C=C1)N)N